FC(COC1=CC=C(C=N1)C1=NC2=C(N1S(=O)(=O)CC)C=CC=C2)(C(F)(F)F)F 2-(6-(2,2,3,3,3-pentafluoropropoxy)pyridin-3-yl)-1-ethanesulfonylbenzimidazole